C1N(CC2=CC=CC=C12)C(=O)C1=NC(=NC(=C1)NC(C)(CC(C)(C)C)C)NC=1C=C(C=CC1)C Isoindolin-2-yl(2-(m-tolylamino)-6-((2,4,4-trimethylpentan-2-yl)amino)pyrimidin-4-yl)methanone